4-cyclopropoxy-N-(3,5-difluoro-4-((7-(2-hydroxyethoxy)quinolin-4-yl)oxy)phenyl)pyridine-3-carboxamide C1(CC1)OC1=C(C=NC=C1)C(=O)NC1=CC(=C(C(=C1)F)OC1=CC=NC2=CC(=CC=C12)OCCO)F